5-(4-(1,3-Dioxolan-2-yl)piperidin-1-yl)picolinic acid methyl ester COC(C1=NC=C(C=C1)N1CCC(CC1)C1OCCO1)=O